C1C(CC12CCC1(OCCO1)CC2)=NO 8,11-Dioxadispiro[3.2.47.24]tridecan-2-one oxime